CC=1C=C(C(N(C1COC)C1=CC=C(C=C1)F)=O)C(=O)NC1=CC(=C(C=C1)OC1=CC=NC2=CC(=C(C=C12)OC)OC)F 5-methyl-N-(4-((6,7-dimethoxyquinolin-4-yl)oxy)-3-fluorophenyl)-1-(4-fluorophenyl)-6-(methoxymethyl)-2-oxo-1,2-dihydropyridine-3-carboxamide